ethyl ((1S,3S)-3-(8-(4-methoxyphenyl)-3-methyl-7-(1-methyl-1H-pyrazol-4-yl)-2-oxo-3,6-dihydroimidazo[4,5-d]pyrrolo[2,3-b]pyridin-1(2H)-yl)cyclobutyl)carbamate COC1=CC=C(C=C1)C1=C(NC2=NC=C3C(=C21)N(C(N3C)=O)C3CC(C3)NC(OCC)=O)C=3C=NN(C3)C